(R)-1-(2-bromo-3-fluorophenyl)propan-2-amine BrC1=C(C=CC=C1F)C[C@@H](C)N